1,1'-(2,3-dimethyl-1,4-phenylene)bis(1H-imidazole) CC1=C(C=CC(=C1C)N1C=NC=C1)N1C=NC=C1